3-(5-(4-(5-(4-(7-hydroxy-3-phenylchroman-4-yl)phenoxy)pentyl)piperazin-1-yl)-1-oxoisoindolin-2-yl)piperidine-2,6-dione OC1=CC=C2C(C(COC2=C1)C1=CC=CC=C1)C1=CC=C(OCCCCCN2CCN(CC2)C=2C=C3CN(C(C3=CC2)=O)C2C(NC(CC2)=O)=O)C=C1